3-({[(1R)-6-{methyl-[4-(morpholin-4-yl)phenyl]amino}-1,2,3,4-tetrahydronaphthalen-1-yl]methyl}amino)pyridine-4-carboxylic acid methyl ester COC(=O)C1=C(C=NC=C1)NC[C@@H]1CCCC2=CC(=CC=C12)N(C1=CC=C(C=C1)N1CCOCC1)C